2-((2-(2-bromophenyl)quinolin-7-yl)(methoxy)methylene)malononitrile BrC1=C(C=CC=C1)C1=NC2=CC(=CC=C2C=C1)C(=C(C#N)C#N)OC